CSSC methyl disulphide